6-Fluoro-5-(1'-(2-methoxyethyl)-[1,4'-bipiperidin]-4-yl)-1-methyl-2-(4-(methylsulfonyl)phenyl)-1H-benzo[d]imidazol FC=1C(=CC2=C(N(C(=N2)C2=CC=C(C=C2)S(=O)(=O)C)C)C1)C1CCN(CC1)C1CCN(CC1)CCOC